[Si](C)(C)(C(C)(C)C)OCC1=NC=2CCNCC2C=C1 2-(((tert-butyldimethylsilyl)oxy)methyl)-5,6,7,8-tetrahydro-1,6-naphthyridine